FC1=CC2=C(C(=NN(C2=O)C2=C(C=CC=C2)C)C(C)C)N=C1 3-fluoro-8-isopropyl-6-(o-tolyl)pyrido[2,3-d]pyridazin-5(6H)-one